tert-butyl (S)-4-(7-chloro-1-(4-cyano-2,6-dimethylphenyl)-6-fluoro-2-oxo-1,2-dihydropyrido[2,3-d]pyrimidin-4-yl)-3-methylpiperazine-1-carboxylate ClC=1C(=CC2=C(N(C(N=C2N2[C@H](CN(CC2)C(=O)OC(C)(C)C)C)=O)C2=C(C=C(C=C2C)C#N)C)N1)F